4-azaspiro[2.4]heptane hemioxalate C(C(=O)O)(=O)O.C1CC12NCCC2.C2CC21NCCC1